CN(C(CCO)C)C 3-(dimethylamino)-1-butanol